(2R,4aR,7R)-12-Chloro-7-((dimethylamino)methyl)-10-fluoro-11-(2-fluoro-6-hydroxyphenyl)-2-methyl-2,3,4,4a,6,7-Hexahydro-8-oxa-3,5a,9,13c-tetraazanaphtho[3,2,1-de]anthracene-5(1H)-one ClC1=CC2=C3C=4N(C[C@H](OC4N=C2C(=C1C1=C(C=CC=C1O)F)F)CN(C)C)C([C@H]1CN[C@@H](CN13)C)=O